N(=C=O)CC1=CC(=CC(=C1)C(C)(C)C)CN=C=O 1,3-Bis(isocyanatomethyl)-5-tert.-butylbenzol